P(O)(=O)(OP(=O)(O)OP(=O)(O)O)OC[C@@H]1[C@H]([C@H]([C@@H](O1)N1C(=O)N=C(N)C(=C1)F)O)O 5-Fluorocytidine triphosphate